C(C)OC(=O)C=1C[N+](C2=CC=CC=C2C1Cl)=O 4-Chloro-1-oxo-quinolin-1-ium-3-carboxylic acid ethyl ester